phenol di-isooctyl-phenyl-phosphite C(CCCCC(C)C)C=1C(=C(C=CC1)P(O)(O)OC1=CC=CC=C1)CCCCCC(C)C